CC1=C(C(=O)OC)C=CC(=C1)C(NC=1C(=NC(=CC1)NC1=NC(=CC=C1[N+](=O)[O-])C1=CC=CC=C1)C)=O methyl 2-methyl-4-((2-methyl-6-((3-nitro-6-phenylpyridin-2-yl)amino)pyridin-3-yl)carbamoyl)benzoate